FC([C@@H](C(C(=O)OCC)C1=CC=C(C=C1)C=C)C)(F)F Ethyl (3R)-4,4,4-trifluoro-3-methyl-2-(4-vinylphenyl)butanoate